C1=CC=CC=2C3=CC=CC=C3N(C12)C1=CC=C(C=C1)OB(O)O (4-(carbazol-9-yl)phenyl)boric acid